chloro-p-nitroaniline C1=CC(=CC=C1NCl)[N+](=O)[O-]